C(C1=CC=CC=C1)OC1=CC=NC2=C(C(=CC(=C12)Cl)[N+](=O)[O-])O 4-(Benzyloxy)-5-chloro-7-nitroquinolin-8-ol